BrC1=C(C=NN1C(F)F)NS(=O)(=O)C1=CNC2=C(C(=CC=C12)Cl)N1N=CC(=C1)Cl N-(5-bromo-1-(difluoromethyl)-1H-pyrazol-4-yl)-6-chloro-7-(4-chloro-1H-pyrazol-1-yl)-1H-indole-3-sulfonamide